COC1=C(C=C(C(=C1)C(F)(F)F)OC)C=1C=NC=C(C1)C 3-(2,5-dimethoxy-4-(trifluoromethyl)phenyl)-5-methylpyridine